2-(2-Phenylbenzimidazol-1-yl)ethanehydroxamic acid C1(=CC=CC=C1)C1=NC2=C(N1CC(=O)NO)C=CC=C2